4-aminotoluene-2-sulfonic acid NC=1C=C(C(C)=CC1)S(=O)(=O)O